5H-[1,3]dioxolo[4,5-f]indole O1COC=2C1=CC=1C=CNC1C2